N-(5-methyl-1-(pyridin-4-yl)-1H-pyrazol-4-yl)propenamide CC1=C(C=NN1C1=CC=NC=C1)NC(C=C)=O